4-((dimethylamino)methyl)-4-fluoro-1-((4-phenoxybutyryl)glycyl)pyrrolidine-2-carboxamide CN(C)CC1(CC(N(C1)C(CNC(CCCOC1=CC=CC=C1)=O)=O)C(=O)N)F